BrC1=CC(=C(C=C1)N1C[C@H](CC1)OC1=NC=C(C#N)C=C1)C=O (S)-6-(1-(4-bromo-2-formylphenyl)pyrrolidin-3-yloxy)nicotinonitrile